BrC1=CC=CC=2N=C(N=[N+](C21)[O-])NCCO 8-Bromo-3-((2-hydroxyethyl)amino)benzo[e][1,2,4]triazine-1-oxide